N-(3-phenylpropyl)sulfonyl-diamine C1(=CC=CC=C1)CCCNS(=O)(=O)N